NC=1C=CC(=C2CN(C(C12)=O)CC(C#N)=C)C=1C=C2C(=NNC2=CC1)C1=NC=CC=C1 2-({7-amino-1-oxo-4-[3-(pyridin-2-yl)-1H-indazol-5-yl]-2,3-dihydro-1H-isoindol-2-yl}methyl)prop-2-enenitrile